tert-Butyl N-[2-[2-(2-bromoethoxy)ethoxy]ethyl]carbamate BrCCOCCOCCNC(OC(C)(C)C)=O